C1(CCCCC1)C1=CC=C2C(=CC=NC2=C1)S 7-Cyclohexylquinoline-4-thiol